2-methyl-6-(1-propylpyrazol-4-yl)-3-[rel-(4R)-8-methoxy-4-methyl-1-oxo-3,4-dihydro-2H-isoquinolin-6-yl]indazole-4-carbonitrile CN1N=C2C=C(C=C(C2=C1C=1C=C2[C@H](CNC(C2=C(C1)OC)=O)C)C#N)C=1C=NN(C1)CCC |o1:13|